N=1C(=CN2C1C=CC=C2)CC=O imidazo[1,2-a]pyridineethanone